diphenyl-dioctyl-phosphorus C1(=CC=CC=C1)[P](CCCCCCCC)(CCCCCCCC)C1=CC=CC=C1